dicarboxyl-carnitine C[N+](C)(C)C(C(=O)O)[C@](CC(=O)[O-])(C(=O)O)O